4-(5-(benzyloxy)pyrazolo[1,5-a]pyridin-3-yl)-1-((dimethylamino)methyl)cyclohexane-1-ol C(C1=CC=CC=C1)OC1=CC=2N(C=C1)N=CC2C2CCC(CC2)(O)CN(C)C